1-Methyl-6-(((3,5,6-trifluoropyridin-2-yl)oxy)methyl)-1H-indazole CN1N=CC2=CC=C(C=C12)COC1=NC(=C(C=C1F)F)F